ClC=1C=NN2C1N=C(N=C2NC=2C=NN(C2)C2CCN(CC2)CC2CC2)C2=C(C=CC=C2F)F 8-chloro-N-(1-(1-(cyclopropylmethyl)piperidin-4-yl)-1H-pyrazol-4-yl)-2-(2,6-difluorophenyl)pyrazolo[1,5-a][1,3,5]triazin-4-amine